ClC1=NC(=C2C(=N1)N(N=C2)C(C)C)N2C[C@@H]1[C@H](C2)COC1 (3aR,6aS)-5-(6-Chloro-1-isopropyl-1H-pyrazolo[3,4-d]pyrimidin-4-yl)hexahydro-1H-furo[3,4-c]pyrrole